(2-((5-cyano-4-(1H-indazol-4-yl)pyrimidin-2-yl)amino)-5-(4-ethylpiperazin-1-yl)phenyl)acrylamide C(#N)C=1C(=NC(=NC1)NC1=C(C=C(C=C1)N1CCN(CC1)CC)C(C(=O)N)=C)C1=C2C=NNC2=CC=C1